N1C(=NC2=C1C=CC=C2)CNC2=NC(=NC=1N2N=CC1Br)N1CCCCC1 N-[(1H-benzimidazol-2-yl)methyl]-8-bromo-2-(piperidin-1-yl)pyrazolo[1,5-a][1,3,5]triazin-4-amine